FC(C(F)(F)F)(F)C=1C=C(C=2C=CC=3N(C2N1)C=C(N3)C(=O)NN)C(C(F)(F)F)(F)F 2,4-bis(1,1,2,2,2-pentafluoroethyl)imidazo[1,2-a]1,8-naphthyridine-8-carbohydrazide